2-(difluoromethoxy)-N-((5-methoxy-[1,2,4]triazolo[1,5-c]quinazolin-2-yl)methyl)benzamide FC(OC1=C(C(=O)NCC2=NN3C(=NC=4C=CC=CC4C3=N2)OC)C=CC=C1)F